N6-amino-8-azaadenosine NNC=1C=2N=NN([C@H]3[C@H](O)[C@H](O)[C@@H](CO)O3)C2N=CN1